1-(((9H-fluoren-9-yl)methoxy)carbonyl)-4-((((9H-fluoren-9-yl)methoxy)carbonyl)amino)pyrrolidine-2-carboxylic acid C1=CC=CC=2C3=CC=CC=C3C(C12)COC(=O)N1C(CC(C1)NC(=O)OCC1C2=CC=CC=C2C=2C=CC=CC12)C(=O)O